SC1=CN=NN1.[Na] sodium 5-mercapto-1,2,3-triazole